N-oxyl-tetraethylisoindoline ON1C(C2=CC=CC=C2C1(CC)CC)(CC)CC